N1(CCOCC1)C1=CC(=C(C=N1)C1=C(N=C(S1)C=1C=NNC1)C(=O)N)N1CCCCC1 (6-morpholinyl-4-(piperidin-1-yl)pyridin-3-yl)-2-(1H-pyrazol-4-yl)thiazole-4-carboxamide